C(C)(C)(C)OC(=O)N1CCN(CCC1)C1=NC=CC=C1 tert-butyl-4-(pyridin-2-yl)-1,4-diazepane-1-carboxylate